C(C(C)C)[Si](OCCOC)(OCCOC)OCCOC isobutyl-tris-(2-methoxyethoxy)silane